benzyl (3-((1R,3s,5S)-6-oxabicyclo[3.1.0]hexan-3-yl)-1-(tert-butyl)-1H-pyrazol-5-yl)carbamate [C@H]12CC(C[C@@H]2O1)C1=NN(C(=C1)NC(OCC1=CC=CC=C1)=O)C(C)(C)C